C(#N)CC1CCC(CC1)N1C(=NC=2C1=C1C(=NC2)NC=C1)C(=O)NC1CC1 1-((1r,4r)-4-(Cyanomethyl)cyclohexyl)-N-cyclopropyl-1,6-dihydroimidazo[4,5-d]pyrrolo[2,3-b]pyridine-2-carboxamide